3-[(S)-7-bromo-2-oxo-5-pyridin-2-yl-2,3-dihydro-1H-1,4-benzodiazepin-3-yl]-propionic acid methyl ester COC(CC[C@H]1C(NC2=C(C(=N1)C1=NC=CC=C1)C=C(C=C2)Br)=O)=O